4-((R)-1-(3-amino-5-(trifluoromethyl)phenyl)ethylamino)-7-((S)-2-carbamoylazetidin-1-yl)-N,N,2-trimethylpyrido[2,3-d]pyrimidine-6-carboxamide NC=1C=C(C=C(C1)C(F)(F)F)[C@@H](C)NC=1C2=C(N=C(N1)C)N=C(C(=C2)C(=O)N(C)C)N2[C@@H](CC2)C(N)=O